1-Heptyl-4-butylpyridinium triflate [O-]S(=O)(=O)C(F)(F)F.C(CCCCCC)[N+]1=CC=C(C=C1)CCCC